N-(2'-amino-5'H-spiro[isochroman-4,4'-thiazol]-6-yl)-4-(tert-butyl)benzenesulfonamide NC=1SCC2(N1)COCC1=CC=C(C=C12)NS(=O)(=O)C1=CC=C(C=C1)C(C)(C)C